5-N-glycolyl-9-O-lactoyl-neuraminic acid C(CO)(=O)N[C@@H]1[C@H](CC(C(O)=O)(O)O[C@H]1[C@H](O)[C@H](O)COC(C(O)C)=O)O